N-((1-methyl-3-oxo-2,3,5,6,7,8-hexahydroisoquinolin-4-yl)methyl)-4-nitrofuran-2-carboxamide CC=1NC(C(=C2CCCCC12)CNC(=O)C=1OC=C(C1)[N+](=O)[O-])=O